Methylphenylcarbonylacetat COC(CC(=O)C1=CC=CC=C1)=O